C(C)(=O)OCCC=1NC=2C(=CC3=C(CCN(CC3)C3CC3)C2)N1 2-(7-Cyclopropyl-1,5,6,7,8,9-hexahydroimidazo[4',5':4,5]benzo[1,2-d]azepine-2-yl)ethyl acetate